COC1=NC=CC(=C1)C=1N=C2N(N=CC=C2N2CC3CCC(C2)N3C(=O)OC(C)(C)C)C1 tert-butyl 3-(2-(2-methoxypyridin-4-yl)imidazo[1,2-b]pyridazin-8-yl)-3,8-diazabicyclo[3.2.1]octane-8-carboxylate